C1CCC2=NC3=C(C(=C21)NC(=O)N=[S@@](=O)(N)C2=NN(C=C2C)C(C)C)CCC3 (S)-N'-((1,2,3,5,6,7-hexahydrodicyclopenta[b,e]pyridin-8-yl)carbamoyl)-1-isopropyl-4-methyl-1H-pyrazole-3-sulfonimidamide